FC(OC1=CC=C(C=N1)CC1CCC2(CN(C2)C(=O)N2CC3(C2)NC(NC3)=O)CC1)F 2-[7-[[6-(difluoromethoxy)-3-pyridyl]methyl]-2-azaspiro[3.5]nonane-2-carbonyl]-2,5,7-triazaspiro[3.4]octan-6-one